Methylethoxysilyl-8-bis(diethylamino)phenylsilyl-octane CC(CCCCCCC[Si](C1=CC=CC=C1)(N(CC)CC)N(CC)CC)[SiH2]OCC